CC1=C(C1)[Si](C1=CC=CC=C1)(C1=CC=CC=C1)C1=CC=CC=C1 (2-methyl-1-cyclopropen-1-yl)(triphenyl)silane